Cl.N1C(=NC2=C1C=CC=C2)N 1H-benzo[d]imidazol-2-amine hydrochloride